2,2-difluoro-2-(1H-indol-3-yl)ethane-1-amine FC(CN)(C1=CNC2=CC=CC=C12)F